C(C)(C)(CC)[C@H]1CC[C@H](CC1)NC(C1=CC(=CC(=C1)NC(=O)[C@@H]1CC[C@@H](CC1)C(C)(C)CC)NC(=O)[C@@H]1CC[C@@H](CC1)C(C)(C)CC)=O N-(cis-4-tert-amylcyclohexyl)-3,5-bis-[cis-4-tert-amylcyclohexylcarbonylamino]-benzamide